ClC=1C=C(C=C(C1OC1=NC=NC(=C1)N(C)C)Cl)N1N=C(C(NC1=O)=O)C#N 2-(3,5-Dichloro-4-((6-dimethylaminopyrimidin-4-yl)oxy)-phenyl)-3,5-dioxo-2,3,4,5-tetrahydro-[1,2,4]triazine-6-carbonitrile